C1(CC1)C=1C(=C2C(C(N(C2=C(C1)F)C1=CN=CN(C1=O)CCCC(=O)OC)=O)(C)C)F methyl 4-(5-(5-cyclopropyl-4,7-difluoro-3,3-dimethyl-2-oxoindolin-1-yl)-6-oxopyrimidin-1(6H)-yl)butanoate